1-CYCLOPENTYL-1-TOSYLMETHYL ISOCYANIDE C1(CCCC1)C(S(=O)(=O)C1=CC=C(C)C=C1)[N+]#[C-]